3-fluoro-3-pentene-1,5-Sultone FC=1CCS(=O)(=O)OCC1